3α,7α,16α,24-tetrahydroxy-5β-cholane O[C@H]1C[C@H]2C[C@H]([C@H]3[C@@H]4C[C@H]([C@H]([C@@H](CCCO)C)[C@]4(CC[C@@H]3[C@]2(CC1)C)C)O)O